4-(3-hydroxyisoamyl)phenol OC(CCC1=CC=C(C=C1)O)(C)C